CN1CC(CC1)C1=CC=C(C=O)C=C1 4-(1-methylpyrrolidin-3-yl)benzaldehyde